6-(3-isopropyl-4-methyl-5-(4-(oxetan-3-yl)piperazin-1-yl)-1H-pyrrolo[2,3-c]pyridin-2-yl)-7,8-dimethyl-[1,2,4]triazolo[1,5-a]pyridine C(C)(C)C1=C(NC2=CN=C(C(=C21)C)N2CCN(CC2)C2COC2)C=2C(=C(C=1N(C2)N=CN1)C)C